(4-(6-(2,5-dioxopyrrolidin-1-yl)hexyl)-1-phenyl-1H-imidazol-2-yl)-3-(1-methyl-1H-pyrazol-4-yl)benzamide O=C1N(C(CC1)=O)CCCCCCC=1N=C(N(C1)C1=CC=CC=C1)C1=C(C(=O)N)C=CC=C1C=1C=NN(C1)C